CN(CCCNC=1N=CC2=C(N1)N(CC(=C2)OC2=C(C=CC=C2)F)C)C 2-{[3-(dimethylamino)propyl]amino}-6-(2-fluorophenoxy)-8-methylpyrido[2,3-d]pyrimidin